CC(C)(C)OC(=O)N1CC=2N(CC1)N=CC2C(=O)O 5-[(2-methylpropan-2-yl)oxycarbonyl]-6,7-dihydro-4H-pyrazolo[1,5-a]pyrazine-3-carboxylic acid